C(C)OC[C@@]1(CN(CC1)CC=1C=CC(=NC1)C)CCC1=CC=C(C=C1)F (S)-5-((3-(ethoxymethyl)-3-(4-fluoro-phenethyl)pyrrolidin-1-yl)methyl)-2-methylpyridine